(R)-2-(1-amino-3-methyl-1-oxobutan-2-ylamino)-4-(cyclobutylamino)-pyrimidine-5-carboxamide NC([C@@H](C(C)C)NC1=NC=C(C(=N1)NC1CCC1)C(=O)N)=O